2,2'-((2-((2-(3-(2-((2-(bis(cyanomethyl)amino)ethyl)(2-((cyanomethyl)amino)ethyl)amino)ethyl)-2-oxoimidazolidin-1-yl)ethyl)amino)ethyl)azanediyl)diacetonitrile C(#N)CN(CCN(CCN1C(N(CC1)CCNCCN(CC#N)CC#N)=O)CCNCC#N)CC#N